(2s)-2-(2,6-dichloro-4-((methoxy(3-hydroxyphenyl)phosphoryl)ethynyl)benzylamino)-3-(3-(methylsulfonyl)phenyl)propionic acid ClC1=C(CN[C@H](C(=O)O)CC2=CC(=CC=C2)S(=O)(=O)C)C(=CC(=C1)C#CP(=O)(C1=CC(=CC=C1)O)OC)Cl